FC=1C(=NC(=NC1)NC=1C=C(C(=O)N)C=CC1OC)N(C1=CC=C2C(=NNC2=C1)C)C 3-({5-fluoro-4-[methyl-(3-methyl-1H-indazol-6-yl)amino]-2-pyrimidinyl}amino)-4-methoxybenzamide